CN1C(C(=CC=C1)CN1C=NC2=CC=C(C=C2C1=O)OC1=CC(=NC=C1)C=1C=NN(C1)C)=O 3-[(1-methyl-2-oxo-3-pyridyl)methyl]-6-{[2-(1-methylpyrazol-4-yl)-4-pyridyl]oxy}quinazolin-4-one